[NH4+].[Li+] lithium, ammonium salt